(R)-tetrahydrofuran-3-yl (4-((7-cyano-2-((5',6'-dihydrospiro[cyclobutane-1,4'-pyrrolo[1,2-b]pyrazol]-2'-yl)amino)-1-methyl-1H-imidazo[4,5-b]pyridin-6-yl)oxy)pyridin-2-yl)carbamate C(#N)C1=C2C(=NC=C1OC1=CC(=NC=C1)NC(O[C@H]1COCC1)=O)N=C(N2C)NC=2C=C1N(N2)CCC12CCC2